(S)-6-methyloctanal C[C@H](CCCCC=O)CC